C1(CCCCC1)C(=O)OOC=1C(=NC(=CC1)C=1SC=CC1C=O)C ((6-(3-formylthiophen-2-yl)-2-methylpyridin-3-yl) oxy) cyclohexane-1-carboxylate